C(C)[C@H]1N(C[C@@H](N(C1)C=1C2=C(N(C(N1)=O)C)C=CC(=N2)C#N)C)C2=CC(=C(C=C2)C(F)(F)F)F 4-((2S,5R)-5-Ethyl-4-(3-fluoro-4-(trifluoromethyl)phenyl)-2-methylpiperazin-1-yl)-1-methyl-2-oxo-1,2-dihydropyrido[3,2-d]pyrimidin-6-carbonitril